N-[(2-Amino-3-pyridyl)sulfonyl]-6-[3-(cyclobutylmethoxy)pyrazol-1-yl]-2-[(4S)-2,2,4-trimethylpyrrolidin-1-yl]pyridin-3-carboxamid NC1=NC=CC=C1S(=O)(=O)NC(=O)C=1C(=NC(=CC1)N1N=C(C=C1)OCC1CCC1)N1C(C[C@@H](C1)C)(C)C